(S)-1-(7-(8-ethynyl-7-fluoro-3-hydroxynaphthalen-1-yl)-8-fluoro-4-(methyl(pyrrolidin-2-ylmethyl)amino)pyrido[4,3-d]pyrimidin-2-yl)-4-methylpiperidin-4-ol C(#C)C=1C(=CC=C2C=C(C=C(C12)C1=C(C=2N=C(N=C(C2C=N1)N(C[C@H]1NCCC1)C)N1CCC(CC1)(O)C)F)O)F